2-(2,6-dioxopiperidin-3-yl)-5-((S)-3-(((1-(2-(4-(1,2-diphenylbut-1-en-1-yl)phenoxy)ethyl)piperidin-4-yl)methyl)amino)piperidin-1-yl)isoindoline-1,3-dione O=C1NC(CCC1N1C(C2=CC=C(C=C2C1=O)N1C[C@H](CCC1)NCC1CCN(CC1)CCOC1=CC=C(C=C1)C(=C(CC)C1=CC=CC=C1)C1=CC=CC=C1)=O)=O